T-Butoxycarbonylglycine C(C)(C)(C)OC(=O)NCC(=O)O